alpha-methyl-4-(1-methylethyl)benzene Sulfur [S].CC(C)(C)C1=CC=CC=C1